tert-butyl ((8R,9aS)-2-((R)-1-amino-4-methylpentan-2-yl)-1-oxo-5-phenethyloctahydro-1H-pyrrolo[1,2-a][1,4]diazepin-8-yl)carbamate NC[C@@H](CC(C)C)N1C([C@H]2N(C(CC1)CCC1=CC=CC=C1)C[C@@H](C2)NC(OC(C)(C)C)=O)=O